2-[2-(2,4-dihydroxyphenyl)-2-oxoethyl]sulfanyl-4-hydroxy-1H-pyrimidin-6-one OC1=C(C=CC(=C1)O)C(CSC=1NC(C=C(N1)O)=O)=O